CC(C(=O)N)C1=CC=C(C=C1)C1=NC2=CC(=CC=C2C(=C1)CN1CCOCC1)Cl methyl-2-(4-(7-chloro-4-(morpholinomethyl)quinolin-2-yl)phenyl)acetamide